4-((4-Cyclopropyl-2-(N-methylmethanesulfonamido)phenyl)amino)-N-ethoxy-6-((6-fluoropyridin-2-yl)amino)nicotinAmide C1(CC1)C1=CC(=C(C=C1)NC1=CC(=NC=C1C(=O)NOCC)NC1=NC(=CC=C1)F)N(S(=O)(=O)C)C